ClC1=NC=C(C(=N1)NCCCO)C(F)(F)F 3-((2-chloro-5-(trifluoromethyl)pyrimidin-4-yl)amino)propan-1-ol